ClC=1C=C(C=C(C1)NS(=O)(=O)C)NC(=O)C1=CN(C(=C1)C1=NC=C(C=N1)O[C@@H]1CN(CC1)C)CC(F)(F)F (S)-N-(3-chloro-5-(methylsulfonamido)phenyl)-5-(5-((1-methylpyrrolidin-3-yl)oxy)pyrimidin-2-yl)-1-(2,2,2-trifluoroethyl)-1H-pyrrole-3-carboxamide